4-cyclopropyl-N-(1-methyl-4-piperidyl)pyrrolidin-3-carboxamid C1(CC1)C1C(CNC1)C(=O)NC1CCN(CC1)C